NC1=C(C(=O)O)C=C(C=C1)C(C1=C(C(=CC=C1F)N)F)=O 2-amino-5-(3-amino-2,6-difluoro-benzoyl)benzoic acid